3-Chloro-5-(3-isopropyl-5-(1-propylazetidin-3-yl)-1H-indol-2-yl)-1,4-dimethylpyridin-2(1H)-on ClC=1C(N(C=C(C1C)C=1NC2=CC=C(C=C2C1C(C)C)C1CN(C1)CCC)C)=O